O[C@H]1C[C@@]2(CC(CN2C1)=C)C(=O)OC methyl (2S,7aS)-2-hydroxy-6-methylenetetrahydro-1H-pyrrolizine-7a(5H)-carboxylate